FC1(C(C1)(CO)CO)F (2,2-difluorocyclopropane-1,1-diyl)dimethanol